8-(2,3-dichlorophenyl)-6-fluoro-3,4-dihydrobenzo[e][1,2,3]oxathiazine 2,2-dioxide ClC1=C(C=CC=C1Cl)C1=CC(=CC=2CNS(OC21)(=O)=O)F